ethyl 2-{[1,3-dimethyl-2,6-dioxo-7-(2-phenylethyl)-2,3,6,7-tetrahydro-1H-purin-8-yl]thio}butanoate CN1C(N(C=2N=C(N(C2C1=O)CCC1=CC=CC=C1)SC(C(=O)OCC)CC)C)=O